COCCOC=1C=C2C(=NC=NC2=CC1OCCOC)OC1(CC=C(C=C1)C1C=2N(CCC1)N(C(C2C(=O)N)=O)C2=C(C=CC=C2)F)F (4-((6,7-bis(2-methoxyethoxy)quinazolin-4-yl)oxy)-4-fluorophenyl)-1-(2-fluorophenyl)-2-oxo-1,2,4,5,6,7-hexahydropyrazolo[1,5-a]pyridine-3-carboxamide